dimethylbenzidine diisocyanate [N-]=C=O.[N-]=C=O.CNC1=CC=C(C2=CC=C(NC)C=C2)C=C1